[C@H]1([C@H](C([C@H]([C@@H](C1O)O)O)OP(=O)([O-])[O-])O)O The molecule is a myo-inositol phosphate(2-) obtained by deprotonation of the phosphate OH groups of 1D-myo-inositol 5-phosphate; major species at pH 7.3. It is a conjugate base of a 1D-myo-inositol 5-phosphate.